1-[4-[propyl(tetrahydropyran-4-yl)amino]-5-oxido-6,7-dihydro-thieno[3,2-d]pyrimidin-5-ium-2-yl]azetidin-3-ol C(CC)N(C=1C2=C(N=C(N1)N1CC(C1)O)CC[S+]2[O-])C2CCOCC2